[Si](C1=CC=CC=C1)(C1=CC=CC=C1)(C(C)(C)C)OC[C@@H]1CCC=CC(N1)=O (S)-7-(((tert-Butyldiphenylsilyl)oxy)methyl)-1,5,6,7-tetrahydro-2H-azepin-2-one